S(=O)(=O)(ON1C2C=C(CN(C1=O)C2)N2N=CC(=C2)C(NCCNC(=O)OC(C)(C)C)=O)[O-].[Na+] sodium [3-[4-[2-(tert-butoxycarbonylamino) ethylcarbamoyl]pyrazol-1-yl]-7-oxo-1,6-diazabicyclo[3.2.1]oct-3-en-6-yl] sulfate